ClC1=C(C(=CC(=C1)Cl)Cl)C(C(=O)[O-])(C(=O)[O-])C1=C(C=C(C=C1Cl)Cl)Cl bis(2,4,6-trichlorophenyl)malonate